1-oxetan-3-yl-pyrrolidin O1CC(C1)N1CCCC1